(2R,3R,5S)-5-((bis(4-methoxyphenyl)(phenyl)methoxy)methyl)-2-(2-isobutyramido-6-oxo-1,6-dihydro-9H-purin-9-yl)tetrahydrofuran-3-yl (2-cyanoethyl) diisopropylphosphoramidite C(C)(C)N(P(O[C@H]1[C@@H](O[C@@H](C1)COC(C1=CC=CC=C1)(C1=CC=C(C=C1)OC)C1=CC=C(C=C1)OC)N1C=2N=C(NC(C2N=C1)=O)NC(C(C)C)=O)OCCC#N)C(C)C